N-(6-(((3-cyano-6-(1-methyl-1H-pyrazol-4-yl)pyrazolo[1,5-a]pyridin-4-yl)oxy)methyl)pyridin-2-yl)acrylamide C(#N)C=1C=NN2C1C(=CC(=C2)C=2C=NN(C2)C)OCC2=CC=CC(=N2)NC(C=C)=O